FC(C1=NC(=NC(=N1)C(F)(F)F)N1[C@H](C=2NC3=CC=C(C=C3C2CC1)Cl)CCCCC(=O)N)(F)F 5-{(1S)-2-[4,6-bis(trifluoromethyl)-1,3,5-triazin-2-yl]-6-chloro-2,3,4,9-tetrahydro-1H-pyrido[3,4-b]indol-1-yl}pentanamide